FC1=C(N)C=C(C(=C1)F)Cl 2,4-difluoro-5-chloroaniline